2-bromo-5-(bromomethyl)-3-fluoro-thiophene BrC=1SC(=CC1F)CBr